1-hexadecanoyl-2-(6Z-octadecenoyl)-sn-glycero-3-phosphocholine CCCCCCCCCCCCCCCC(=O)OC[C@H](COP(=O)([O-])OCC[N+](C)(C)C)OC(=O)CCCC/C=C\CCCCCCCCCCC